tert-butyl (S)-4-(2-bromo-5-cyano-4-nitrophenyl)-3-(hydroxymethyl)piperazine-1-carboxylate BrC1=C(C=C(C(=C1)[N+](=O)[O-])C#N)N1[C@@H](CN(CC1)C(=O)OC(C)(C)C)CO